2-(2-((7-(3-(aminomethyl)phenyl)benzofuran-5-yl)methoxy)-4-((ethoxycarbonylamino)methyl)phenyl)acetic acid NCC=1C=C(C=CC1)C1=CC(=CC=2C=COC21)COC2=C(C=CC(=C2)CNC(=O)OCC)CC(=O)O